C(C1=CC=CC=C1)OC1OC(C(C(C1O)O)O)COC1OCC(C(C1O)O)O 2-(benzyloxy)-6-(((3,4,5-trihydroxytetrahydro-2H-pyran-2-yl)oxy)methyl)tetrahydro-2H-pyran-3,4,5-triol